C1(=CC=CC=C1)NC(C1=CC(=CC=C1)NCC1=NC=C(C=C1)C1=NOC(=N1)C(F)(F)F)=O N-phenyl-3-[({5-[5-(trifluoromethyl)-1,2,4-oxadiazol-3-yl]pyridin-2-yl}methyl)amino]benzamide